3-((7-(5-Chloro-1-(((R)-morpholin-2-yl)methyl)-1H-benzo[d]imidazol-7-yl)thieno[3,2-b]pyridin-2-yl)methyl)-6,6-dimethyl-3-azabicyclo[3.1.0]hexane-2,4-dione trifluoroacetate FC(C(=O)O)(F)F.ClC1=CC2=C(N(C=N2)C[C@H]2CNCCO2)C(=C1)C1=C2C(=NC=C1)C=C(S2)CN2C(C1C(C1C2=O)(C)C)=O